[Na].N1N=CN=C1 1H-1,2,4-triazole sodium